ClC=1N=C(C2=C(N1)N(C=C2)[C@H]2[C@H]([C@@H]1O[Si](O[Si](OC[C@H]1O2)(C(C)C)C(C)C)(C(C)C)C(C)C)F)NC(CCCCCCCCCCCCCCCCC)=O N-(2-CHLORO-7-((6AR,8R,9S,9AR)-9-FLUORO-2,2,4,4-TETRAISOPROPYLTETRAHYDRO-6H-FURO[3,2-F][1,3,5,2,4]TRIOXADISILOCIN-8-YL)-7H-PYRROLO[2,3-D]PYRIMIDIN-4-YL)STEARAMIDE